C1(O)=C(C(O)=CC=C1)C1=CC=CC=C1C=CC=O Resorcinol-cinnamaldehyde